3-((4-(4-((1-(3-(4-(4-amino-3-(4-phenoxyphenyl)-1H-pyrazolo[3,4-d]pyrimidin-1-yl)piperidin-1-yl)propyl)pyrrolidin-3-yl)methyl)piperazin-1-yl)phenyl)amino)piperidine-2,6-dione NC1=C2C(=NC=N1)N(N=C2C2=CC=C(C=C2)OC2=CC=CC=C2)C2CCN(CC2)CCCN2CC(CC2)CN2CCN(CC2)C2=CC=C(C=C2)NC2C(NC(CC2)=O)=O